FC=1C(=CC2=C(C(NC=3CNC[C@H](C23)N(C(=O)C2=CC3=C(N2)C=C(S3)F)C)=O)C1)F (S)-N-(8,9-difluoro-6-oxo-1,2,3,4,5,6-hexahydrobenzo[c][1,7]naphthyridin-1-yl)-2-fluoro-N-methyl-4H-thieno[3,2-b]pyrrole-5-carboxamide